C1=COC(=C1)CNC2=NC=NC3=C2NC=N3 N(sup 6)-(Furfurylamino)purine